OC(CCCCCCCCCCCCCCCCCCCCC(=O)O)CCCCCCC 22-Hydroxy-nonacosanoic acid